The molecule is a pyrimidine 2'-deoxyribonucleoside that is 5-hydroxymethyl-2'-deoxyuridine in which the hydroxymethyl group at position 5 has been formally converted to the corresponding 2-aminoethyl ether. It is a thymidine hypermodification replacing 40% of thymidine nucleotides in the Salmonellaphage ViI. It is a pyrimidine 2'-deoxyribonucleoside and a primary amino compound. It derives from a 5-hydroxymethyl-2'-deoxyuridine. C1[C@@H]([C@H](O[C@H]1N2C=C(C(=O)NC2=O)COCCN)CO)O